C(C)C1=NC(=CN=C1C)C 2-Ethyl-3,6-Dimethylpyrazin